6-azido-N-([[4-(hydroxymethyl)phenyl]carbamoyl]methyl)hexanamide N(=[N+]=[N-])CCCCCC(=O)NCC(NC1=CC=C(C=C1)CO)=O